C1=NC=CC=2NC=3C=C(C=CC3C21)C=2C=CC(=NC2)OC2CC(C2)O 3-[(5-[5H-pyrido[4,3-b]indol-7-yl]pyridin-2-yl)oxy]cyclobutan-1-ol